Cl.N[C@@H]1C[C@H](CC1)NC1=C(C=C(C=N1)C1N=CC=NC1=O)F 2-(6-(((1S,3S)-3-aminocyclopentyl)amino)-5-fluoropyridin-3-yl)pyrazin-3(2H)-one hydrochloride